ClC1=CC=C(C=C1)C=1C=C(C(N(N1)C1=C2N(N=C1)CCC2)=O)C(=O)N[C@H](CO)C (S)-6-(4-chlorophenyl)-2-(5,6-dihydro-4H-pyrrolo[1,2-b]pyrazol-3-yl)-N-(1-hydroxypropan-2-yl)-3-oxo-2,3-dihydropyridazine-4-carboxamide